(3-((5-(1,4-dimethyl-1H-pyrazol-5-yl)pyridin-2-yl)methyl)-1,2,3-oxadiazol-3-ium-5-yl)((5-(trifluoromethyl)pyridin-3-yl)carbamoyl)amide CN1N=CC(=C1C=1C=CC(=NC1)C[N+]1=NOC(=C1)[N-]C(NC=1C=NC=C(C1)C(F)(F)F)=O)C